(R)-3-Hydroxy-1-methyl-3-(1-(6-(2-((1-methyl-1H-pyrazol-4-yl)amino)pyrimidin-4-yl)pyridin-2-yl)-1H-1,2,3-triazol-4-yl)pyrrolidin-2-one O[C@@]1(C(N(CC1)C)=O)C=1N=NN(C1)C1=NC(=CC=C1)C1=NC(=NC=C1)NC=1C=NN(C1)C